C(CCC)OC1=C(C(=O)O[C@@H]1[C@@H](O)CO)O n-butyl-ascorbate